chloro-7-fluoro-3-(methoxymethoxy)naphthalen-1-ol ClC1=C(C2=CC(=CC=C2C=C1OCOC)F)O